behenyl ether phosphate P(=O)(O)(O)O.C(CCCCCCCCCCCCCCCCCCCCC)OCCCCCCCCCCCCCCCCCCCCCC